C(C)OC([C@@H](N)CC1=C(C=C(C=C1C)O)C)=O |r| racemic-2,6-dimethyl-tyrosine ethyl ester